CC1=NN(C(=C1)C)C1=NC(=CC(=N1)N)C1=CC(=CC=C1)OC 2-(3,5-dimethyl-1H-pyrazol-1-yl)-6-(3-methoxyphenyl)-4-aminopyrimidine